(4-Methyl-2-piperazinyl)methanol CN1CC(NCC1)CO